4-bromo-7-nitroisoquinolin-1(2H)-one BrC1=CNC(C2=CC(=CC=C12)[N+](=O)[O-])=O